N-((1S)-(5-((S)-cyclopropyl(4,4,4-trifluorobutanamido)methyl)benzo[d]oxazol-2-yl)(4,4-difluorocyclohexyl)methyl)-1-isopropyl-1H-pyrazole-5-carboxamide C1(CC1)[C@@H](C=1C=CC2=C(N=C(O2)[C@@H](NC(=O)C2=CC=NN2C(C)C)C2CCC(CC2)(F)F)C1)NC(CCC(F)(F)F)=O